CN1C=NC2=CC=C(C=C2C1=O)C(C)N1N=NC(=C1)C(=O)OC methyl 1-(1-(3-methyl-4-oxo-3,4-dihydroquinazolin-6-yl)ethyl)-1H-1,2,3-triazole-4-carboxylate